(S)-N-(5-fluoro-3-(4-fluoro-3-methylphenyl)-4,5,6,7-tetrahydropyrazolo[1,5-a]pyridin-2-yl)-3,3-dimethylbutanamide F[C@@H]1CC=2N(CC1)N=C(C2C2=CC(=C(C=C2)F)C)NC(CC(C)(C)C)=O